ClC(=CC1=CN=C(N1C)C(CS(=O)(=O)CC)=O)C(F)(F)F 1-[5-(2-chloro-3,3,3-trifluoroprop-1-en-1-yl)-1-methyl-1H-imidazol-2-yl]-2-(ethylsulfonyl)ethan-1-one